2-[2-[2-[2-fluoro-5-[6-fluoro-4-methylsulfonyl-1-(p-tolylsulfonyl)indol-5-yl]oxy-phenyl]-1H-imidazol-4-yl]ethyl]isoindoline-1,3-dione FC1=C(C=C(C=C1)OC=1C(=C2C=CN(C2=CC1F)S(=O)(=O)C1=CC=C(C=C1)C)S(=O)(=O)C)C=1NC=C(N1)CCN1C(C2=CC=CC=C2C1=O)=O